p-tert-butyl-Phenol C(C)(C)(C)C1=CC=C(C=C1)O